5-amino-1-((1r,3r)-3-hydroxy-3-methylcyclobutyl)-3-(2-phenylquinolin-7-yl)-1H-pyrazole-4-carboxamide NC1=C(C(=NN1C1CC(C1)(C)O)C1=CC=C2C=CC(=NC2=C1)C1=CC=CC=C1)C(=O)N